C1(CC1)C1=C(C=CC=C1)C1=CC(=C(C=C1)C1CN(CC1)C(=O)C1=NC(=CC=C1)COC)CO [3-(2'-cyclopropyl-3-hydroxymethyl-biphenyl-4-yl)-pyrrolidin-1-yl]-(6-methoxymethyl-pyridin-2-yl)-methanone